NC1(CC1)[C@H](OC=1C=C2C=NN(C2=CC1)C=1C=CC(N(C1)C)=O)C1=CC(=CC=C1)F (R)-5-(5-((1-aminocyclopropyl)(3-fluorophenyl)methoxy)-1H-indazol-1-yl)-1-methylpyridin-2(1H)-one